2,6-dimethyl-5-aminophenol CC1=C(C(=C(C=C1)N)C)O